5-[4-(methoxymethyl)triazol-1-yl]pyridine-2-carboxylic acid COCC=1N=NN(C1)C=1C=CC(=NC1)C(=O)O